fluoro-7-methoxy-6-(3-(4-(4-methylpiperazin-1-yl)phenyl)-1H-pyrazolo[3,4-c]pyridin-5-yl)-2,3-dihydro-1H-inden-1-amine FC1(CCC2=CC=C(C(=C12)OC)C=1C=C2C(=CN1)NN=C2C2=CC=C(C=C2)N2CCN(CC2)C)N